N-[2,4-dichloro-6-[[(1S)-3-(methylamino)-1-[[(3S,5R)-5-methyl-2-oxo-pyrrolidin-3-yl]methyl]-2,3-dioxo-propyl]carbamoyl]phenyl]-2-(trifluoromethyl)pyridine-4-carboxamide ClC1=C(C(=CC(=C1)Cl)C(N[C@H](C(C(=O)NC)=O)C[C@H]1C(N[C@@H](C1)C)=O)=O)NC(=O)C1=CC(=NC=C1)C(F)(F)F